ClC(C1=NC(=NO1)C1=CC=C(CNC(OC(C)(C)C)=O)C=C1)(F)F tert-Butyl (4-{5-[chloro(difluoro)methyl]-1,2,4-oxadiazol-3-yl}benzyl)carbamate